(S)-N-{(S)-1-[2-(benzo[d]isoxazol-3-yl)phenyl]-2-[3-fluoro-6-(2-hydroxyethyl)pyridine-2-yl]ethyl}-2-methylpropane-2-sulfinamide O1N=C(C2=C1C=CC=C2)C2=C(C=CC=C2)[C@H](CC2=NC(=CC=C2F)CCO)N[S@@](=O)C(C)(C)C